FC1=C(CN(CC(=O)OC(C)(C)C)CC(=O)OC(C)(C)C)C=CC(=C1)C=1N=NC=NN1 di-tert-butyl 2,2'-((2-fluoro-4-(1,2,4,5-tetrazin-3-yl)benzyl)azanediyl)diacetate